6-{3-[(3-{[(1R,2S)-2-fluorocyclopropyl]carbamoyl}-8-{[(4-methoxyphenyl)methyl](methyl)amino}imidazo[1,2-b]pyridazin-6-yl)amino]phenyl}pyridine-3-carboxylic acid F[C@@H]1[C@@H](C1)NC(=O)C1=CN=C2N1N=C(C=C2N(C)CC2=CC=C(C=C2)OC)NC=2C=C(C=CC2)C2=CC=C(C=N2)C(=O)O